cyclopentadienyl(2,7-di-(2,4,6-trimethylphenyl)-3,6-di-tert-butylfluorenyl)zirconium dichloride [Cl-].[Cl-].C1(C=CC=C1)[Zr+2]C1=C(C(=CC=2C3=CC(=C(C=C3CC12)C1=C(C=C(C=C1C)C)C)C(C)(C)C)C(C)(C)C)C1=C(C=C(C=C1C)C)C